N-[4-[[4-[1-[3-chloro-5-cyano-4-[2-[2-(2,6-dioxo-3-piperidyl)-1,3-dioxo-isoindolin-5-yl]oxyethoxy]phenyl]-1-methyl-ethyl]phenoxy]methyl]pyrimidin-2-yl]methanesulfonamide ClC=1C=C(C=C(C1OCCOC=1C=C2C(N(C(C2=CC1)=O)C1C(NC(CC1)=O)=O)=O)C#N)C(C)(C)C1=CC=C(OCC2=NC(=NC=C2)NS(=O)(=O)C)C=C1